(E)-N'-(3-cyano-4-(3-(6-hydroxy-2-((S)-1-((S)-1-methylpyrrolidin-2-yl)ethoxy)pyrimidin-4-yl)isothiazol-5-yl)-4-methyl-4,5,6,7-tetrahydrobenzo[b]thiophen-2-yl)-N,N-dimethylformimidamide C(#N)C=1C2=C(SC1/N=C/N(C)C)CCCC2(C)C2=CC(=NS2)C2=NC(=NC(=C2)O)O[C@@H](C)[C@H]2N(CCC2)C